bis(2-hydroxy-ethyl)hydroquinone OCCC=1C(=C(O)C=CC1O)CCO